4-(2-(6-(2-fluoro-6-methylphenyl)-1,1-dioxido-1,2,6-thiadiazinan-2-yl)acetamido)adamantan-1-carboxamide FC1=C(C(=CC=C1)C)N1CCCN(S1(=O)=O)CC(=O)NC1C2CC3(CC(CC1C3)C2)C(=O)N